CN1N=NC(=C1NC(O[C@H](C)C=1C(=NC=CC1)F)=O)C1=NC=C(N=C1)NC(C1=CN=C(C=C1)C(F)(F)F)=O (R)-1-(2-fluoropyridin-3-yl)ethyl (1-methyl-4-(5-(6-(trifluoromethyl)nicotinamido)pyrazin-2-yl)-1H-1,2,3-triazol-5-yl)carbamate